2-(6-(((trans)-3-hydroxy-3-methylcyclobutyl)amino)-4-(trifluoromethyl)pyridazin-3-yl)-5-(trifluoromethyl)phenol OC1(CC(C1)NC1=CC(=C(N=N1)C1=C(C=C(C=C1)C(F)(F)F)O)C(F)(F)F)C